3-[(1R,3s,5S)-3-({7-[(5-methyl-1H-pyrazol-3-yl)amino]-1,6-naphthyridin-5-yl}amino)-8-azabicyclo[3.2.1]octan-8-yl]propanenitrile CC1=CC(=NN1)NC1=NC(=C2C=CC=NC2=C1)NC1C[C@H]2CC[C@@H](C1)N2CCC#N